OC1=C(OC2=CC=C(C=C2C1=O)O)C1=C(C=C(C=C1)O)O 3,6,2',4'-tetrahydroxyflavone